C1(=CCC=CCCC=CCCC1)C#N cyclododeca-1,4,8-triene-1-carbonitrile